O[C@@H]1C[C@H](N(C1)C(=O)[C@H](C(C)C)C1=CC(=NO1)OC1CN(C1)C(=O)OC(C)(C)C)C(N[C@@H](C)C1=CC=C(C=C1)C1=C(N=CS1)C)=O tert-butyl 3-[5-[(1R)-1-[(2S,4R)-4-hydroxy-2-[[(1S)-1-[4-(4-methylthiazol-5-yl)phenyl]ethyl]carbamoyl]pyrrolidine-1-carbonyl]-2-methyl-propyl]isoxazol-3-yl]oxyazetidine-1-carboxylate